(1-(2-(4-chlorophenyl)hydrazine-1-carbonyl)cyclobutyl)carbamic acid tert-butyl ester C(C)(C)(C)OC(NC1(CCC1)C(=O)NNC1=CC=C(C=C1)Cl)=O